1,3-diphenylbenzimidazolium-2-carboxylate C1(=CC=CC=C1)[N+]1=C(N(C2=C1C=CC=C2)C2=CC=CC=C2)C(=O)[O-]